7-chloro-N-(3-methoxy-2,6-dimethylphenyl)-[1,2,4]triazolo[4,3-a]pyridin-8-amine ClC1=C(C=2N(C=C1)C=NN2)NC2=C(C(=CC=C2C)OC)C